N-(2-octoxyethyl)-3-(imidazolyl)propan-1-amine C(CCCCCCC)OCCNCCCC=1NC=CN1